2-Chloro-5-{[(3-hydroxy-2,2-dimethylpropanoyl)amino]methyl}-N-[1-(6-methoxypyridin-3-yl)-1H-indazol-4-yl]benzamide ClC1=C(C(=O)NC2=C3C=NN(C3=CC=C2)C=2C=NC(=CC2)OC)C=C(C=C1)CNC(C(CO)(C)C)=O